ClC=1C=C(C=CC1F)NC(N([C@@H](C)C1=CN=C(C2=CC=CC=C12)OC)CC1CC1)=O (S)-3-(3-chloro-4-fluorophenyl)-1-(cyclopropylmethyl)-1-(1-(1-methoxyisoquinolin-4-yl)ethyl)urea